COC(/C(=C/C)/OC1=CC(=C(C=C1)F)C(F)(F)F)=O (Z)-2-(4-fluoro-3-(trifluoromethyl)phenoxy)but-2-enoic acid methyl ester